2'-((6-((1-acetylazetidin-3-yl)amino)pyrimidin-4-yl)amino)-4'-methyl-5'-oxo-5',6'-dihydrospiro[cyclohexane-1,7'-pyrrolo[3,4-b]pyridine] 1'-oxide C(C)(=O)N1CC(C1)NC1=CC(=NC=N1)NC1=CC(=C2C(=[N+]1[O-])C1(NC2=O)CCCCC1)C